2-(4,5-dichloro-6-oxo-pyridazin-1-yl)-N-[4-methyl-3-[2-(4-sulfamoylphenyl)ethylsulfamoyl]phenyl]acetamide ClC=1C=NN(C(C1Cl)=O)CC(=O)NC1=CC(=C(C=C1)C)S(NCCC1=CC=C(C=C1)S(N)(=O)=O)(=O)=O